(S)-N-(3-(6-amino-3,3-difluoro-2-(fluoromethyl)-2,3,4,5-tetrahydropyridin-2-yl)-4-fluorophenyl)-5-bromopicolinamide NC=1CCC([C@@](N1)(CF)C=1C=C(C=CC1F)NC(C1=NC=C(C=C1)Br)=O)(F)F